(α,α,α-trifluoro-2-mesyl-p-tolyl)methanone FC(C1=C(C=C(C=C1)C=O)S(=O)(=O)C)(F)F